CN(CCCOC1=NC=C(C=C1)C1=CC=C2C(=N1)N(C=N2)C2=CC=C1CCN(C1=C2)S(=O)(=O)C)C N,N-dimethyl-3-((5-(3-(1-(methylsulfonyl)indolin-6-yl)-3H-imidazo[4,5-b]pyridin-5-yl)pyridin-2-yl)oxy)propan-1-amine